3',4',5',7,8-pentahydroxyisoflavone OC=1C=C(C2=COC3=C(C(=CC=C3C2=O)O)O)C=C(C1O)O